NC1=NC=CC(=C1)C1=CN=C(C(N1CC(=O)OC(C)(C)C)=O)NCCC1=CC=CC=C1 tert-butyl 2-(6-(2-aminopyridin-4-yl)-2-oxo-3-(phenethylamino)pyrazin-1(2H)-yl)acetate